(1R,3S,5R)-2-(2-(3-acetyl-5-(2-methylpyrimidin-5-yl)-1H-indazol-1-yl)acetyl)-N-(6-chloro-3-(morpholino-methyl)pyridin-2-yl)-5-methyl-2-azabicyclo[3.1.0]hexane-3-carboxamide C(C)(=O)C1=NN(C2=CC=C(C=C12)C=1C=NC(=NC1)C)CC(=O)N1[C@@H]2C[C@@]2(C[C@H]1C(=O)NC1=NC(=CC=C1CN1CCOCC1)Cl)C